COC1=C(C=CC(=C1)OC)C=1C(=NC=CC1)Br (2,4-Dimethoxyphenyl)-2-bromopyridine